2-[3-(4-{4-[3-(2-hydroxyphenyl)-5-methylthieno[2,3-c]pyridazin-6-yl]piperidin-1-yl}-3-methylphenyl)-1,2-oxazol-5-yl]-3-methylbutanoic acid OC1=C(C=CC=C1)C1=CC2=C(N=N1)SC(=C2C)C2CCN(CC2)C2=C(C=C(C=C2)C2=NOC(=C2)C(C(=O)O)C(C)C)C